BrCC1=CC(=NN1C1=CC=CC=C1)C1=NC=CC=C1 2-(5-(bromomethyl)-1-phenyl-1H-pyrazol-3-yl)pyridine